tert-Butyl (R)-4-((((9H-fluoren-9-yl)methoxy)carbonyl)amino)-5-amino-5-oxopentanoate C1=CC=CC=2C3=CC=CC=C3C(C12)COC(=O)N[C@H](CCC(=O)OC(C)(C)C)C(=O)N